5H-pyrazolo[4,3-c]quinoline N=1N=CC2=CNC=3C=CC=CC3C21